NC1=NC=CC=C1C1=NC=2C(=NC(=CC2)N2N=C(C=C2)C)N1C=1C=C2CC[C@@H](C2=CC1)NC(C1=CC(=C(C=C1)O)C=O)=O N-[(1S)-5-[2-(2-aminopyridin-3-yl)-5-(3-methylpyrazol-1-yl)imidazo[4,5-b]pyridin-3-yl]-2,3-dihydro-1H-inden-1-yl]-3-formyl-4-hydroxybenzamide